FC=1C(=CC=2N(C1)N=C(C2)C)C(=O)O 6-fluoro-2-methylpyrazolo[1,5-a]pyridine-5-carboxylic acid